C(C(=C)C)(=O)OC1C2=CC=CC=C2C=2C=CC=CC12 9-methacryloyloxyfluorene